COC(=O)[C@@H]1C[C@@H](N(CC1)C(CCC(=O)O)=O)C 4-((2S,4S)-4-(methoxycarbonyl)-2-methylpiperidin-1-yl)-4-oxobutanoic acid